C(C1=CC=CC=C1)OCC1=NN(C(N1CC)=O)C=1C(=CC2=C(N(CN(C2=O)C2=C(C=CC=C2F)Cl)[C@@H](C)CCC)N1)F (S)-7-(3-((Benzyloxy)methyl)-4-ethyl-5-oxo-4,5-dihydro-1H-1,2,4-triazol-1-yl)-3-(2-chloro-6-fluorophenyl)-6-fluoro-1-(pentan-2-yl)-2,3-dihydropyrido[2,3-d]pyrimidin-4(1H)-one